C1(CC1)C=1NC(=NN1)C1CC2(CN(C2)C(=O)N2CC(C2)(C2=CC=C(C=C2)N2CC(C2)C(F)(F)F)O)C1 [6-(5-Cyclopropyl-4H-1,2,4-triazol-3-yl)-2-azaspiro[3.3]heptan-2-yl]-[3-hydroxy-3-[4-[3-(trifluoromethyl)azetidin-1-yl]phenyl]azetidin-1-yl]methanone